3-(4-bromo-1-(2,5-difluorophenyl)but-3-yne-1-yl)-1-methylpyridin-2(1H)-one BrC#CCC(C1=C(C=CC(=C1)F)F)C=1C(N(C=CC1)C)=O